CN(CC=CC(=O)N)C 4-dimethylaminobutan-2-enamide